(2S,4R)-1-(2-(3-acetyl-5-(2-methylpyrimidin-5-yl)-1H-indazol-1-yl)acetyl)-4-fluoro-N-(2-fluoro-3-(trifluoromethoxy)phenyl)pyrrolidine-2-carboxamide C(C)(=O)C1=NN(C2=CC=C(C=C12)C=1C=NC(=NC1)C)CC(=O)N1[C@@H](C[C@H](C1)F)C(=O)NC1=C(C(=CC=C1)OC(F)(F)F)F